NC=1SC2=C(C1C#N)C(=CC=C2)C=2N(C(=NC2C=2C=C1C=NN(C1=CC2)C)C2CC1(CN(C1)C(C=C)=O)C2)C 2-amino-4-[3-methyl-5-(1-methylindazol-5-yl)-2-(2-prop-2-enoyl-2-azaspiro[3.3]heptan-6-yl)imidazol-4-yl]benzothiophene-3-carbonitrile